(2S,5R)-2-(2-hydroxyethyl)-5-methyl-4-(1-(quinoxalin-6-yl)ethyl)piperazine OCC[C@@H]1NC[C@H](N(C1)C(C)C=1C=C2N=CC=NC2=CC1)C